C(C1=CC=CC=C1)(=O)OC[C@H]1N(C=C(C1)C)C(=O)[O-] (S)-2-((benzoyloxy)methyl)-4-methyl-2,3-dihydro-1H-pyrrole-1-carboxylate